N-[[1-[(3-chlorophenyl)methyl]-2-piperidinyl]methyl]-1-[(2R)-2-(4-cyclopropyltriazol-1-yl)-3,3-dimethyl-butyryl]-4-hydroxy-pyrrolidine-2-carboxamide ClC=1C=C(C=CC1)CN1C(CCCC1)CNC(=O)C1N(CC(C1)O)C([C@@H](C(C)(C)C)N1N=NC(=C1)C1CC1)=O